C(C)(C)(C)O[C@H](C(=O)OCC)C1=C(C2=C(N=C(S2)C=2C=C3C(=NN(C3=CC2)C)C=2CCOCC2)C=C1C)C1=CC=C(C=C1)Cl ethyl (S)-2-(tert-butoxy)-2-(7-(4-chlorophenyl)-2-(3-(3,6-dihydro-2H-pyran-4-yl)-1-methyl-1H-indazol-5-yl)-5-methylbenzo[d]thiazol-6-yl)acetate